ethyl 3-(2,5-dichlorofuran-3-yl)-2-acetamidopropanoate ClC=1OC(=CC1CC(C(=O)OCC)NC(C)=O)Cl